C(\C=C/C(=O)N)(=O)N maleamidic amide